(2R)-2-amino-3-hydroxy-N-[(1R)-1-(3-methylphenyl)ethyl]-propanamide N[C@@H](C(=O)N[C@H](C)C1=CC(=CC=C1)C)CO